8-((1-butyl-1H-indazol-6-yl)sulfonyl)-5-chloro-3-hydroxyquinazoline-2,4(1H,3H)-dione C(CCC)N1N=CC2=CC=C(C=C12)S(=O)(=O)C=1C=CC(=C2C(N(C(NC12)=O)O)=O)Cl